CS(=O)(=O)C=1SC(=NN1)C(F)(F)F 2-Methylsulfonyl-5-trifluoromethyl-1,3,4-thiadiazole